indoline-3-carboxamide N1CC(C2=CC=CC=C12)C(=O)N